2'-chloro-N-(5-(5-(difluoromethyl)-6-methylpicolinoyl)-5,6-dihydro-4H-pyrrolo[3,4-d]thiazol-2-yl)-5'-methoxy-6-methyl-[4,4'-bipyridine]-3-carboxamide ClC1=NC=C(C(=C1)C1=C(C=NC(=C1)C)C(=O)NC=1SC2=C(N1)CN(C2)C(C2=NC(=C(C=C2)C(F)F)C)=O)OC